4-[3-(4,5-dichloro-1-methyl-1H-indole-2-amido)oxetan-3-yl]-3-methylbenzoic acid ClC1=C2C=C(N(C2=CC=C1Cl)C)C(=O)NC1(COC1)C1=C(C=C(C(=O)O)C=C1)C